COC(=O)C=1C(=CC(=C2C1CCO2)C2=C(C=C(C=C2)OC(F)(F)F)F)C#N 5-cyano-7-(2-fluoro-4-(trifluoromethoxy)phenyl)-2,3-dihydrobenzofuran-4-carboxylic acid methyl ester